C(C1=CC=CC=C1)OC=1N=C(SC1C=1C=C(C=CC1F)CO)C (3-(4-(benzyloxy)-2-methylthiazol-5-yl)-4-fluorophenyl)methanol